4-[6-(3-chloro-2-methyl-phenyl)-3-hydroxy-pyridin-2-yl]-4-oxo-butyric acid ethyl ester C(C)OC(CCC(=O)C1=NC(=CC=C1O)C1=C(C(=CC=C1)Cl)C)=O